5-[5-[(1s,2r)-2-isopropyl-cyclopropyl]-6-methyl-pyridazin-3-yl]-1H-pyrimidine-2,4-dione C(C)(C)[C@@H]1[C@H](C1)C=1C=C(N=NC1C)C=1C(NC(NC1)=O)=O